(S)-3-(4-(hydroxymethyl)-5-methylpyridin-2-yl)-2,2-dimethyl-3-(8-methyl-3-(trifluoromethyl)-[1,2,4]triazolo[4,3-a]pyridin-7-yl)propanoate OCC1=CC(=NC=C1C)[C@H](C(C(=O)[O-])(C)C)C1=C(C=2N(C=C1)C(=NN2)C(F)(F)F)C